tert-butyl (1-(3-(2-methyl-2H-tetrazol-5-yl)-4-((4-(trifluoromethyl)phenyl)amino) phenyl)-1-oxo-5,8,11-trioxa-2-azatridecan-13-yl)carbamate CN1N=C(N=N1)C=1C=C(C=CC1NC1=CC=C(C=C1)C(F)(F)F)C(NCCOCCOCCOCCNC(OC(C)(C)C)=O)=O